(S)-3-chloro-5-(4-(2-methylpyrrolidin-1-yl)phenyl)pyridin-2-amine ClC=1C(=NC=C(C1)C1=CC=C(C=C1)N1[C@H](CCC1)C)N